O=C1NC(CCC1N1C(C2=CC=C(C=C2C1=O)N1CCN(CC1)CCCC1CCN(CC1)C1=CC=C(C=C1)OC=1C2=C(SC1C1=CC=C(C=C1)F)C=C(C=C2)O)=O)=O 2-(2,6-dioxopiperidin-3-yl)-5-(4-(3-(1-(4-((2-(4-fluorophenyl)-6-hydroxybenzo[b]thiophen-3-yl)oxy)phenyl)piperidin-4-yl)propyl)piperazin-1-yl)isoindoline-1,3-dione